(2S)-N-[5-[[(3R)-1-(6-fluoropyridazin-3-yl)pyrrolidin-3-yl]amino]-1,3,4-thiadiazol-2-yl]-2-methoxy-2-(3-methoxyphenyl)acetamide FC1=CC=C(N=N1)N1C[C@@H](CC1)NC1=NN=C(S1)NC([C@H](C1=CC(=CC=C1)OC)OC)=O